N-dicyanoethyl-1,2-ethanediamine C(#N)C(CNCCN)C#N